4-((6-Methylquinolin-4-yl)oxy)piperidine-1-carboxylic acid tert-butyl ester C(C)(C)(C)OC(=O)N1CCC(CC1)OC1=CC=NC2=CC=C(C=C12)C